(5aR,7aS)-N,N,5a,7a-tetramethyl-2,6-dioxo-2,3,4,5,5a,5b,6,7,7a,8,9,10,10a,10b,11,12-hexadecahydrocyclopenta[5,6]naphtho[1,2-d]azepine-8-carboxamide CN(C(=O)C1CCC2C3CCC=4[C@](CCNC(C4)=O)(C3C(C[C@@]21C)=O)C)C